3-methyl-1-octadecyl-2-pyrrolidone CC1C(N(CC1)CCCCCCCCCCCCCCCCCC)=O